Cl.N1N=CC2=CC=C(C=C12)C1=NC(=NC(=N1)NC1(CC1)C1=NC(=CC=C1)C(F)(F)F)N 6-(1H-indazol-6-yl)-N2-[1-[6-(trifluoromethyl)-2-pyridinyl]cyclopropyl]-1,3,5-triazine-2,4-diamine hydrochloride